(4-(5-(2,4-difluorophenyl)imidazo[2,1-b][1,3,4]thiadiazol-2-yl)phenyl)(4-methylpiperazin-1-yl)methanone FC1=C(C=CC(=C1)F)C1=CN=C2SC(=NN21)C2=CC=C(C=C2)C(=O)N2CCN(CC2)C